1-(2-aminoethyl)-3-(4-phenoxyphenyl)pyrazolo[3,4-d]pyrimidin-4-amine hydrochloride Cl.NCCN1N=C(C=2C1=NC=NC2N)C2=CC=C(C=C2)OC2=CC=CC=C2